CC(=CCC/C(=C/CC/C(=C/CC/C=C(/CC/C=C(/CCC=C(C)C)\C)\C)/C)/C)C all-trans-squalene